C1(=CC=C(C=C1)S(=O)(=O)N1CCOCC1)C 4-(p-tolylsulfonyl)morpholin